COC(=O)C=1C=C(C2=C(N=C(O2)C2=NC(=CC(=C2)C2=C(C=C(C=C2)F)C2=NN=CN2C)C2CC2)C1)C 2-{6-cyclopropyl-4-[4-fluoro-2-(4-methyl-1,2,4-triazol-3-yl)phenyl]Pyridin-2-yl}-7-methyl-1,3-benzoxazole-5-carboxylic acid methyl ester